8'-methyl-1',1'-dioxido-7'-(2-(piperidin-1-yl)ethoxy)spiro[cyclopropane-1,4'-pyrido[2,3-b][1,4,5]oxathiazepin] CC1=CC2=C(OC3(C=NS2(=O)=O)CC3)N=C1OCCN1CCCCC1